4-[(7-chloro-2-methoxybenzo[b][1,5]naphthyridin-10-yl)amino]-2,6-bis(pyrrolidin-1-ylmethyl)phenol ClC=1C=CC=2C(=NC3=CC=C(N=C3C2NC2=CC(=C(C(=C2)CN2CCCC2)O)CN2CCCC2)OC)C1